(R)-4-(7-fluoroimidazo[1,2-a]pyridin-3-yl)-7-((6-(pyrrolidin-1-ylmethyl)-5-(tetrahydrofuran-3-yl)pyridin-2-yl)amino)isoindolin-1-one FC1=CC=2N(C=C1)C(=CN2)C2=C1CNC(C1=C(C=C2)NC2=NC(=C(C=C2)[C@@H]2COCC2)CN2CCCC2)=O